2-(2-benzyloxy-3,5-bis(4-pyridin-3-ylphenyl)phenyl)pyridine C(C1=CC=CC=C1)OC1=C(C=C(C=C1C1=CC=C(C=C1)C=1C=NC=CC1)C1=CC=C(C=C1)C=1C=NC=CC1)C1=NC=CC=C1